(S)-2-(1-(5-(2-fluorophenyl)pyrimidin-2-yl)-5-methyl-1,2,3,6-tetrahydropyridin-4-yl)-N-(2-((6-oxo-5-(trifluoromethyl)-1,6-dihydropyridazin-4-yl)amino)propoxy)acetamide FC1=C(C=CC=C1)C=1C=NC(=NC1)N1CCC(=C(C1)C)CC(=O)NOC[C@H](C)NC=1C=NNC(C1C(F)(F)F)=O